rac-(3aR,6R,6aR)-6-(3,3-difluoroazetidin-1-yl)-1-(7,8-dihydrofuro[3,2-e][1,3]benzothiazol-2-yl)hexahydrocyclopenta[d]imidazol-2(1H)-one FC1(CN(C1)[C@@H]1CC[C@@H]2[C@H]1N(C(N2)=O)C=2SC1=C(N2)C2=C(C=C1)OCC2)F |r|